C(N)(O[C@@H]1[C@@H](CC2=CC=CC(=C12)Cl)OC(N)=O)=O (1S,2R)-7-chloro-2,3-dihydro-1H-inden-1,2-diyl dicarbamate